CN(CCNC(N(CC=1SC=CC1)CC=1C(NC2=CC(=C(C=C2C1)C)C)=O)=S)C 3-[2-(dimethylamino)ethyl]-1-[(6,7-dimethyl-2-oxo-1H-quinolin-3-yl)methyl]-1-(2-thienylmethyl)thiourea